OC(C1=CC=CC=C1)=NCCCOC=1C(=CC(=C(C(=O)O)C1)NC(C#C)=O)OC 5-(3-((hydroxy(phenyl)methylene)amino)propoxy)-4-methoxy-2-propiolamidobenzoic acid